CC=1C=C(C=CC1)[I+]C1=C(C=C(C=C1C)C)C (3-methylphenyl)(mesityl)iodonium